6-chloro-2-(4-pyridyl)pyrido[3,4-d]pyrimidin-4-ol ClC1=CC2=C(N=C(N=C2O)C2=CC=NC=C2)C=N1